The molecule is a 1-(alk-1-enyl)-2-acyl-sn-glycero-3-phosphoethanolamine in which the alkyl and the acyl groups at positions 1 and 2 are specified as (1Z)-hexadecenyl and (8Z,11Z,14Z)-icosatrienoyl respectively. It has a role as a mouse metabolite. It derives from an all-cis-icosa-8,11,14-trienoic acid. CCCCCCCCCCCCCC/C=C\\OC[C@H](COP(=O)(O)OCCN)OC(=O)CCCCCC/C=C\\C/C=C\\C/C=C\\CCCCC